ClC=1C=C(C=CC1)C1=NN=C(O1)S 5-(3-chlorophenyl)-1,3,4-oxadiazole-2-thiol